ClC1=C(NC2=NC=CC=C21)C2=NN(C1=NC=NC(=C12)N)CCC(C)C 3-(3-Chloro-1H-pyrrolo[2,3-b]pyridin-2-yl)-1-isopentyl-1H-pyrazolo[3,4-d]pyrimidin-4-amine